N-[(1S,2S)-2-hydroxycyclobutyl]-6-[(4-pyrazol-1-ylphenyl)methyl]-1,3-benzodioxole-4-carboxamide O[C@@H]1[C@H](CC1)NC(=O)C1=CC(=CC=2OCOC21)CC2=CC=C(C=C2)N2N=CC=C2